2-[(6R)-6-(1-cyclopropylpyrazol-4-yl)-3,6-dihydro-2H-pyran-4-yl]-4-[2-fluoro-4-(trifluoromethyl)phenyl]-6,7-dimethyl-pyrido[3,4-d]pyrimidin-8-one C1(CC1)N1N=CC(=C1)[C@H]1C=C(CCO1)C=1N=C(C2=C(N1)C(N(C(=C2)C)C)=O)C2=C(C=C(C=C2)C(F)(F)F)F